IC1=C(C(=O)NC2=CC=C(C=C2)N2C3=C(NC(CC2=O)=O)C2=CC=CC=C2C=C3)C=CC=C1 5-[4-(2-iodobenzoylamino)phenyl]-1H-naphtho[1,2-B][1,4]diazepine-2,4(3H,5h)-dione